3,5-Dibromo-2-ethyl-thiophene BrC1=C(SC(=C1)Br)CC